4-chloro-2-(difluoromethyl)-6-(1-ethoxyvinyl)pyridine ClC1=CC(=NC(=C1)C(=C)OCC)C(F)F